ClC1=CC=C(CS(=O)C=2OC3=C(N2)C=C(C=C3)F)C=C1 2-((4-chlorobenzyl)sulfinyl)-5-fluorobenzo[d]oxazole